(S)-5-amino-1-(1-cyanopiperidin-3-yl)-3-(4-(2,4-difluorophenoxy)phenyl)-1H-pyrazole NC1=CC(=NN1[C@@H]1CN(CCC1)C#N)C1=CC=C(C=C1)OC1=C(C=C(C=C1)F)F